5-[2-cyano-5-[(5-fluoro-2,3-dihydrobenzofuran-4-yl)methylamino]imidazo[1,2-c]pyrimidin-8-yl]-1-methyl-pyrazole-3-carboxylic acid C(#N)C=1N=C2N(C(=NC=C2C2=CC(=NN2C)C(=O)O)NCC2=C(C=CC3=C2CCO3)F)C1